(6aS,9aR)-9a-Amino-8-((S)-2-aminopropanoyl)-3-propoxyoctahydro-[1,2]oxaborocino{6,7-c}pyrrol-1{3H}one N[C@]12[C@H](CN(C1)C([C@H](C)N)=O)CCCB(OC2=O)OCCC